[N+](=O)([O-])C1=CC=C(C(=O)NCC2=CC=C(C=C2)C(=O)NNCCCCCOCCCCC)C=C1 4-nitro-N-(4-(2-(5-(pentyloxy)pentyl)hydrazine-1-carbonyl)benzyl)benzamide